C(C)(C)(C)OC(=O)N(C1=CC(=C(C(=N1)C)/C=C/CCCOC1CN(CCCC1)C(=O)OC(C)(C)C)Br)C(=O)OC(C)(C)C tert-butyl 3-{[(4E)-5-{6-[bis(tert-butoxycarbonyl)amino]-4-bromo-2-methylpyridin-3-yl}pent-4-en-1-yl]oxy}azepane-1-carboxylate